(3S,7aS)-3-(((5-(difluoromethyl)pyrimidin-4-yl)oxy)methyl)-7a-((trityloxy)methyl)hexahydro-1H-pyrrolizine FC(C=1C(=NC=NC1)OC[C@@H]1CC[C@@]2(CCCN12)COC(C1=CC=CC=C1)(C1=CC=CC=C1)C1=CC=CC=C1)F